(S)-N-(5-(propanoyl-3,3,3-d3)-4-((2,4,5-trimethyl-1-oxo-1,2,4,5-tetrahydropyrido[3,4-e][1,2,4]triazolo[4,3-a]pyrazin-6-yl)amino)pyridin-2-yl)cyclopropanecarboxamide C(CC([2H])([2H])[2H])(=O)C=1C(=CC(=NC1)NC(=O)C1CC1)NC1=NC=CC2=C1N([C@H](C=1N2C(N(N1)C)=O)C)C